BrC1=C(CNC(=O)C=2C(=C(C(=CC2CCCCC)O)C2=CC(=CC=C2)C)O)C=CC=C1 N-(2-bromobenzyl)-2,6-dihydroxy-3'-methyl-4-pentyl-[1,1'-biphenyl]-3-carboxamide